NC1=CN=CC(=N1)C=1N=C(C=2N(C1)C=CN2)NC2=CC=C(C=C2)N2C[C@@H](OCC2)CO (R)-(4-(4-((6-(6-aminopyrazin-2-yl)imidazo[1,2-a]pyrazin-8-yl)amino)phenyl)morpholin-2-yl)methanol